4-[2-(3-benzyloxycarbonylamino-4-cyclohexyl-1-hydroxy-2-oxo-butylamino)-5-guanidino-pentanoylamino]-4-(1-carboxy-2-cyclohexyl-ethylcarbamoyl)butyric acid C(C1=CC=CC=C1)OC(=O)NC(C(C(O)NC(C(=O)NC(CCC(=O)O)C(NC(CC1CCCCC1)C(=O)O)=O)CCCNC(=N)N)=O)CC1CCCCC1